2-(4-piperazin-1-ylanilino)pyrrolo[2,3-d]pyrimidine-6-carboxamide N1(CCNCC1)C1=CC=C(NC=2N=CC3=C(N2)N=C(C3)C(=O)N)C=C1